N4-(2-Chloro-5-fluorophenyl)-6-(3,5-dimethyl-1H-pyrazol-1-yl)pyrimidine-2,4-diamine ClC1=C(C=C(C=C1)F)NC1=NC(=NC(=C1)N1N=C(C=C1C)C)N